ClC1=NC=CC(=C1)C(=CC(=O)N1CCOCC1)C1=CC=C(C=C1)C(C)(C)C 3-(2-chloro-4-pyridyl)-3-[4-(1,1-dimethylethyl)phenyl]-1-(4-morpholinyl)-2-propen-1-one